(3R)-2'-{6-amino-5-[(1R)-1-(pyridin-4-yl)ethoxy]pyridin-3-yl}-N-(propan-2-yl)-5',6'-dihydrospiro[pyrrolidine-3,4'-pyrrolo[1,2-b]pyrazole]-1-carboxamide NC1=C(C=C(C=N1)C=1C=C2N(N1)CC[C@]21CN(CC1)C(=O)NC(C)C)O[C@H](C)C1=CC=NC=C1